C(C)[S@@](=O)(C1=CC=C(C=C1)OC1=CC=NC2=CC(=CC=C12)OC)=N (R)-ethyl(imino)(4-((7-methoxyquinolin-4-yl)oxy)phenyl)-λ6-sulfanone